N[C@@H]1C2=CC=CC=C2CC12CCN(CC2)C=2N=CC(=NC2CO)C#CCOC2=CC1=C(OCC(N1)=O)C=C2 (S)-6-((3-(5-(1-amino-1,3-dihydrospiro[indene-2,4'-piperidin]-1'-yl)-6-(hydroxymethyl)pyrazin-2-yl)prop-2-yn-1-yl)oxy)-2H-benzo[b][1,4]oxazin-3(4H)-one